ClC=1C=CC(=C(C1)S(=O)(=O)NC1=NOC2=C1C(=CC(=C2)CN2N=C1C(=C2)CN(C1)C(=O)OC(C)(C)C)OC)OC tert-butyl 2-((3-((5-chloro-2-methoxyphenyl)sulfonamido)-4-methoxybenzo[d]isoxazol-6-yl)methyl)-2,6-dihydropyrrolo[3,4-c]pyrazole-5(4H)-carboxylate